C(C)(C)(C)N(C(O)=O)CC1=C(C=C(C=C1)C=1C=2N(C=C(N1)N1CCOCC1)N=CC2)C.CC2=C(CNC(OC(C)(C)C)=O)C=CC(=C2)C=2C=1N(C=C(N2)N2CCOCC2)N=CC1 tert-butyl (2-methyl-4-(6-morpholinopyrazolo[1,5-a]pyrazin-4-yl)benzyl)carbamate tert-Butyl-(2-methyl-4-(6-morpholinopyrazolo[1,5-a]pyrazin-4-yl)benzyl)carbamate